5-(3-bromophenyl)-3-methyl-oxazol-2(3H)-one BrC=1C=C(C=CC1)C1=CN(C(O1)=O)C